NC=1C=C(C=C2C=CN=NC12)CC 8-Amino-6-ethylcinnolin